trifluoromethanesulfonic acid 1,4-dioxaspiro[4.5]dec-7-en-8-yl ester O1CCOC12CC=C(CC2)OS(=O)(=O)C(F)(F)F